5,7-di-tert-butyl-3-(4-hydroxyphenyl)benzofuran-2(3H)-one-13C C(C)(C)(C)C=1C=C(C2=C(C([13C](O2)=O)C2=CC=C(C=C2)O)C1)C(C)(C)C